tert-butyl N-{3-[(2,4,6-trimethylphenyl)amino]cyclobutyl}carbamate CC1=C(C(=CC(=C1)C)C)NC1CC(C1)NC(OC(C)(C)C)=O